CNC(C(=O)O)CC1=C(C=C(C=C1)OC)F 2-(Methylamino)-3-(2-fluoro-4-methoxyphenyl)propanoic acid